BrC1=NC=C(N=C1)OC1=CC=CC2=C1C1(CC1)CO2 2-bromo-5-spiro[2H-benzofuran-3,1'-cyclopropane]-4-yloxy-pyrazine